(S)-8-(4-acryloylpiperazin-1-yl)-2-methyl-6-((1-methylpyrrolidin-2-yl)methoxy)-3-(naphthalen-1-yl)pyrimido[5,4-d]Pyrimidin-4(3H)-one C(C=C)(=O)N1CCN(CC1)C1=NC(=NC2=C1N=C(N(C2=O)C2=CC=CC1=CC=CC=C21)C)OC[C@H]2N(CCC2)C